2-(2-((((9H-fluoren-9-yl)methoxy)carbonyl)(methyl)amino)acetoxy)acetic acid C1=CC=CC=2C3=CC=CC=C3C(C12)COC(=O)N(CC(=O)OCC(=O)O)C